P(=O)(O)(O)OC[C@@H]1[C@H]([C@H]([C@@H](O1)N1C=NC=2C(N)=NC=NC12)O)O Adenosin-Monophosphat